C(C)OC(CCN(C1CN(C1)CCCC1=CC=C2CCCN(C2=N1)C(=O)OC(C)(C)C)CC=1C=NC(=CC1)OC)=O tert-Butyl 7-(3-(3-((3-ethoxy-3-oxopropyl)((6-methoxypyridin-3-yl)methyl)amino)azetidin-1-yl)propyl)-3,4-dihydro-1,8-naphthyridine-1(2H)-carboxylate